C(C1=CC=CC=C1)OCC(CO)O 3-benzyl-oxy-propan-1,2-diol